O(C1=CC=CC=C1)C=1C(=CC(=NC1)C=O)OC [5-(phenoxy)-4-methoxy-pyridin-2-yl]-methanone